N-(2-(2-(2-(difluoromethoxy)-7-methylquinoxalin-5-yl)-4-methylbenzo[d]thiazol-6-yloxy)ethyl)-3,4-difluorobenzenesulfonamide FC(OC1=NC2=CC(=CC(=C2N=C1)C=1SC2=C(N1)C(=CC(=C2)OCCNS(=O)(=O)C2=CC(=C(C=C2)F)F)C)C)F